COC1=C(CN(S(=O)(=O)C2=CC(=C(C=C2F)N([C@@H]2CN(CC2)C(=O)OC(C)(C)C)C)C)C2=NC(=CC=C2)F)C=CC(=C1)OC tert-butyl (S)-3-((4-(N-(2,4-dimethoxybenzyl)-N-(6-fluoropyridin-2-yl)sulfamoyl)-5-fluoro-2-methylphenyl)(methyl)amino)pyrrolidine-1-carboxylate